2-(tert-butyl)-3-(1-methyl-1H-benzo[d]imidazol-2-yl)-4-oxo-4H-chromen-7-yl pivalate C(C(C)(C)C)(=O)OC1=CC=C2C(C(=C(OC2=C1)C(C)(C)C)C1=NC2=C(N1C)C=CC=C2)=O